FC1(OC(OC1(F)F)=O)F 4,4,5,5-Tetrafluoro-1,3-dioxolane-2-one